Dimethyl 4-methoxypyrazolo[1,5-a]pyridine-3,5-dicarboxylate COC=1C=2N(C=CC1C(=O)OC)N=CC2C(=O)OC